NC=1C=2N(C3=CC=C(C=C3N1)C=1C=NN(C1C1=C(C3=CC=CC=C3C=C1F)C#N)C)C=NC2 2-(4-(4-Aminoimidazo[1,5-a]quinoxalin-7-yl)-1-methyl-1H-pyrazol-5-yl)-3-fluoro-1-naphthal-onitrile